C(C=1C(C(=O)[O-])=CC(C(=O)OCCOC(C(=C)C)=O)=CC1)(=O)[O-] 4-methacryloyloxyethyl trimellitate